CC1(CCC1)C1=NC(NC=N1)(NC1=C(C(=CC(=C1F)F)F)F)N 6-(1-methylcyclobutyl)-N4-(2,3,5,6-tetrafluorophenyl)-1,3,5-triazine-4,4-diamine